CC1=CC2=C(OC3(CNS2(=O)=O)CCN(CC3)C(=O)OC(C)(C)C)N=C1 tert-Butyl 8'-methyl-2',3'-dihydrospiro[piperidine-4,4'-pyrido[2,3-b][1,4,5]oxathiazepine]-1-carboxylate 1',1'-dioxide